FC=1C(=C(C=C2CCC(CC12)NS(=O)(=O)CCC(C)C)O)N1S(NC(C1)=O)(=O)=O N-[8-fluoro-6-hydroxy-7-(1,1,4-trioxo-1λ6,2,5-thiadiazolidin-2-yl)-1,2,3,4-tetrahydronaphthalen-2-yl]-3-methylbutane-1-sulfonamide